1-(3-(1H-imidazol-1-yl)propyl)-5-(4-hydroxy-3-methoxyphenyl)-4-(4-methoxybenzoyl)-2-oxo-2,5-dihydro-1H-pyrrole N1(C=NC=C1)CCCN1C(C=C(C1C1=CC(=C(C=C1)O)OC)C(C1=CC=C(C=C1)OC)=O)=O